[Cd+2].[N-](S(=O)(=O)C(F)(F)F)S(=O)(=O)C(F)(F)F.[N-](S(=O)(=O)C(F)(F)F)S(=O)(=O)C(F)(F)F Bis(trifluoromethylsulfonyl)imide cadmium